3-(dimethylamino)-1,8-dimethoxy-9,10-diphenylacridine bromide salt [Br-].CN(C=1C=C(C=2C(C3=C(C=CC=C3N(C2C1)C1=CC=CC=C1)OC)C1=CC=CC=C1)OC)C